2-(chloromethyl-oxy)ethyl-trimethyl-silane ClCOCC[Si](C)(C)C